C(=O)O.NCCCOCCNC(C1=C(C=C(C=C1)NC=1C=2N(C=CN1)C(=CN2)C=2C(=NN(C2)C2CCC2)C(F)(F)F)CC)=O N-(2-(3-aminopropoxy)ethyl)-4-((3-(1-cyclobutyl-3-(trifluoromethyl)-1H-pyrazol-4-yl)imidazo[1,2-a]pyrazin-8-yl)amino)-2-ethylbenzamide formate